O(C1=CC=CC=C1)CCCCCCCCO[C@H]([C@H](C=O)O)[C@H](O)[C@H](O)CO 3-O-(8-phenoxyoctyl)-D-glucose